(2S,3S,4R,5R)-5-(6-(3-(trifluoromethyl)benzylamino)-2-(pyridin-3-yl)-9H-purin-9-yl)-3,4-Dihydroxy-N-methyl-tetrahydrofuran-2-carboxamide FC(C=1C=C(CNC2=C3N=CN(C3=NC(=N2)C=2C=NC=CC2)[C@H]2[C@@H]([C@@H]([C@H](O2)C(=O)NC)O)O)C=CC1)(F)F